FC(C(=O)O)(F)F.FC(C(=O)O)(F)F.C(C)(=O)O acetic acid bis-trifluoroacetate salt